C(C)[Hf](NC)(CC)(CC)CC tetraethyl-methylaminohafnium